N-(5-((6-hydroxyspiro[3.3]heptan-2-yl)methoxy)-1,3,4-thiadiazol-2-yl)-5'-methoxy-2',6-dimethyl-[4,4'-bipyridine]-3-carboxamide OC1CC2(CC(C2)COC2=NN=C(S2)NC(=O)C=2C=NC(=CC2C2=CC(=NC=C2OC)C)C)C1